copper 2,2-bipyridine-5,5-dicarboxylic acid N=1C(=CCC(C1)(C(=O)O)C(=O)O)C1=NC=CC=C1.[Cu]